6-(3-((benzyloxy)methyl)-4-ethyl-5-oxo-4,5-dihydro-1H-1,2,4-triazol-1-yl)-4-(prop-1-en-2-yl)-2-(2-(trifluoromethyl)phenyl)isoquinolin-1(2H)-one C(C1=CC=CC=C1)OCC1=NN(C(N1CC)=O)C=1C=C2C(=CN(C(C2=CC1)=O)C1=C(C=CC=C1)C(F)(F)F)C(=C)C